FC(S(=O)(=O)C=C1C(C(C(=O)O)=CC=C1)Cl)(F)F 3-(trifluoromethanesulfonyl-methylene)-2-chlorobenzoic acid